2,7-diaza-spiro[4.4]nonane C1NCCC12CNCC2